3-m-methylphenyl-1,2,4-oxadiazol-5-one CC=1C=C(C=CC1)C=1NOC(N1)=O